2-methylpropyl (2E)-3-{6-[2-(4-{4-[7-(hydroxycarbamoyl)heptanoyl]piperazin-1-yl} phenyl) ethynyl]pyridin-3-yl}prop-2-enoate ONC(=O)CCCCCCC(=O)N1CCN(CC1)C1=CC=C(C=C1)C#CC1=CC=C(C=N1)/C=C/C(=O)OCC(C)C